Ethyl 2-(6-(4-fluorophenyl)-1H-pyrazolo[4,3-b]pyridin-1-yl)acetate FC1=CC=C(C=C1)C=1C=C2C(=NC1)C=NN2CC(=O)OCC